3-(piperidin-4-yl)-5,7-dihydrothieno[3,4-b]pyridin-2(1H)-one-7,7-d2 hydrochloride Cl.N1CCC(CC1)C1=CC2=C(NC1=O)C(SC2)([2H])[2H]